ClC1=CC2=C(N(C(C(N2C)=O)=O)C2CCN(CC2)C2=NC=C(C=N2)C(=O)NCC2CCCCC2)N=C1 2-(4-(7-chloro-1-methyl-2,3-dioxo-2,3-dihydropyrido[2,3-b]pyrazin-4(1H)-yl)piperidine-1-yl)-N-(cyclohexylmethyl)pyrimidine-5-carboxamide